2,2'-methylenebis(4-methyl-6-t-butyl-6-butylphenol) C(C=1C(C(C=C(C1)C)(C(C)(C)C)CCCC)O)C=1C(C(C=C(C1)C)(CCCC)C(C)(C)C)O